4-[(2-aminoethyl)amino]-2-(2,6-dioxopiperidin-3-yl)isoindole-1,3-dione NCCNC1=C2C(N(C(C2=CC=C1)=O)C1C(NC(CC1)=O)=O)=O